CC([C@@H](C(=O)N1[C@@H]([C@H]2C([C@H]2C1)(C)C)C(=O)O)NC(C(F)(F)F)=O)(C)C (1R,2S,5S)-3-((S)-3,3-dimethyl-2-(2,2,2-trifluoroacetylamino)butanoyl)-6,6-dimethyl-3-azabicyclo[3.1.0]hexane-2-carboxylic acid